FC=1C=C(C=C(C1)F)C1CCN2N1C(C1(C2)CCN(CC1)C1=CC(=CC=C1)F)=O 7'-(3,5-difluorophenyl)-1-(3-fluorophenyl)dihydro-1'H,3'H,5'H-spiro[piperidine-4,2'-pyrazolo[1,2-a]pyrazol]-1'-one